4-amino-N-isopropyl-3-methyl-N-((5-(trifluoromethyl)pyridin-2-yl)methyl)-1,3-dihydrofuro[3,4-c]quinoline-8-carboxamide NC1=NC=2C=CC(=CC2C2=C1C(OC2)C)C(=O)N(CC2=NC=C(C=C2)C(F)(F)F)C(C)C